(2S,4S)-4-fluoro-1-(2-fluoro-4-(3-fluorobenzyloxy)benzyl)pyrrolidine-2-carboxamide F[C@H]1C[C@H](N(C1)CC1=C(C=C(C=C1)OCC1=CC(=CC=C1)F)F)C(=O)N